(RS)-6-(4-(difluoromethyl)phenyl)-2,2-difluoro-7-azaspiro[3.5]nonane FC(C1=CC=C(C=C1)[C@H]1CC2(CC(C2)(F)F)CCN1)F |r|